C(=O)(C=C)[Si](OCC)(OCC)OCC acryl-triethoxysilane